C(C1=CC=CC=C1)[C@]1(CCC=2N(C3=CC=CC=C3C2C1=O)S(=O)(=O)C)N=C=O (S)-3-Benzyl-3-isocyanato-9-(methylsulfonyl)-1,2,3,9-tetrahydro-4H-carbazol-4-one